4-(2-(3-Chloro-4-cyanophenyl)-2,8-diazaspiro[4.5]decan-8-yl)benzoic acid ClC=1C=C(C=CC1C#N)N1CC2(CC1)CCN(CC2)C2=CC=C(C(=O)O)C=C2